CC=1C=C(C=CC1C)NC1=CC(=C(C=C1)C)C Bis(3,4-dimethylphenyl)amine